ClC1=CC2=C(C=N1)C1(C(N2CC(=O)OC(C)(C)C)=O)CC(C1)O tert-butyl 2-((1s,3s)-6'-chloro-3-hydroxy-2'-oxospiro[cyclobutane-1,3'-pyrrolo[3,2-c]pyridin]-1'(2'H)-yl)acetate